NC=1N=NC(=CC1N1C[C@H]2CC[C@@H](C1)N2C=2C=C(C(=O)OC)C=CC2)C2=C(C=CC=C2)O methyl 3-[(1R,5S)-3-[3-amino-6-(2-hydroxyphenyl)pyridazin-4-yl]-3,8-diazabicyclo[3.2.1]octan-8-yl]benzoate